(2R,5S)-tert-butyl 4-((R)-3-((1H-pyrazol-1-yl)methyl)-10-bromo-9-chloro-5-oxo-3,5-dihydro-2H-[1,4]oxazino[2,3,4-ij]quinazolin-7-yl)-2,5-dimethylpiperazine-1-carboxylate N1(N=CC=C1)C[C@@H]1COC=2C(=C(C=C3C(=NC(N1C23)=O)N2C[C@H](N(C[C@@H]2C)C(=O)OC(C)(C)C)C)Cl)Br